FC=1C=C2C3=C(C=C(C(NS(C4=C(C(=CC(C(OCC2=CC1)=O)=C4)C4CCOCC4)O)(=O)=O)=C3)F)F 4,19,21-trifluoro-14-hydroxy-16,16-dioxo-13-tetrahydropyran-4-yl-9-oxa-16λ6-thia-17-azatetracyclo[16.3.1.111,15.02,7]tricosa-1(21),2,4,6,11(23),12,14,18(22),19-nonaen-10-one